(R)-2-bromo-3-fluoro-4-(2-fluoropropoxy)benzonitrile BrC1=C(C#N)C=CC(=C1F)OC[C@@H](C)F